FC1=C(C(=C(C(=C1[B-](C1=C(C(=C(C(=C1F)F)F)F)F)(C1=C(C(=C(C(=C1F)F)F)F)F)C1=C(C(=C(C(=C1F)F)F)F)F)F)F)F)F.C[NH3+] methylammonium tetrakis(pentafluorophenyl)borate